tert-Butyl N-{1-[2-(4-{4-[(2,6-dioxopiperidin-3-yl)amino]-2-fluorophenyl}piperazin-1-yl)ethyl]piperidin-4-yl}carbamate O=C1NC(CCC1NC1=CC(=C(C=C1)N1CCN(CC1)CCN1CCC(CC1)NC(OC(C)(C)C)=O)F)=O